S1C=NC2=C1C=CC(=C2)NC2=CC=NC1=CC=C(C=C21)C2=C(C=C(C(=O)N(C)C)C=C2)F 4-(4-(benzo[d]thiazol-5-ylamino)quinolin-6-yl)-3-fluoro-N,N-dimethylbenzamide